CC=1C=C(C=NC1)CCOC1=CC=C(N)C=C1 4-(2-(5-methylpyridin-3-yl)ethoxy)aniline